(3E)-14,14-dibutoxy-3-tetradecen-1-ol C(CCC)OC(CCCCCCCCC/C=C/CCO)OCCCC